tert-butyl 4,4-dimethoxypyrrolidine-1-carboxylate COC1(CCN(C1)C(=O)OC(C)(C)C)OC